sodium nitrotoluene [N+](=O)([O-])CC1=CC=CC=C1.[Na]